N2-glycylglycylglycyl-N6-(5-((3aS,4S,6aR)-2-oxohexahydro-1H-thieno[3,4-d]imidazole-4-yl)pentanoyl)-L-lysine NCC(=O)NCC(=O)NCC(=O)N[C@@H](CCCCNC(CCCC[C@@H]1SC[C@@H]2NC(N[C@@H]21)=O)=O)C(=O)O